FC1(C(CC1)CN1N=CC(=N1)C(=O)N[C@H](C1=NC2=C(N1)C=CC(=C2)[C@@H](C)NC(CCC(F)(F)F)=O)C2CCC(CC2)(F)F)F 2-((2,2-Difluorocyclobutyl)methyl)-N-((S)-(4,4-difluorocyclohexyl)(5-((R)-1-(4,4,4-trifluorobutanamido)ethyl)-1H-benzo[d]imidazol-2-yl)methyl)-2H-1,2,3-triazole-4-carboxamide